N,N-dimethyl-isopropyl-amine CN(C)C(C)C